3-bromo-5,6,7,8-tetrahydroquinoline BrC=1C=NC=2CCCCC2C1